C(C)(C)(C)N([C@@H](C)C(=O)N[C@@H](C)C(=O)O)C(=O)OCC1C2=CC=CC=C2C=2C=CC=CC12.NCCCC(CCCCCCC=CO)O 12-aminododecene-1,9-diol tert-butyl-(((9H-fluoren-9-yl)methoxy)carbonyl)-L-alanyl-L-alaninate